6-(1-(3-Chloropyridin-2-yl)-3-methoxy-1H-pyrazol-5-carboxamido)-N-(1-cyanocyclopropyl)-5-methylpyrazolo[1,5-a]pyridin-7-carboxamid ClC=1C(=NC=CC1)N1N=C(C=C1C(=O)NC=1C(=CC=2N(C1C(=O)NC1(CC1)C#N)N=CC2)C)OC